ClC1=CC=C(C=C1)C1=CC(=CC=C1)C(C(=O)N1CC2=C(N=C(NC2=O)C2(CC2)C2=CC(=CC=C2)Cl)CC1)O 6-(2-(4'-chloro-[1,1'-biphenyl]-3-yl)-2-hydroxyacetyl)-2-(1-(3-chlorophenyl)cyclopropyl)-5,6,7,8-tetrahydropyrido[4,3-d]pyrimidin-4(3H)-one